C(#N)C=1C(=NC(=CC1N1[C@@H]([C@@H](C1)N1CCN(CC1)C(=O)OC(C)(C)C)C)N1CCC(CC1)C1=C(C=NN1C1COC1)C)C(F)F tert-butyl 4-((2R,3R)-1-(3-cyano-2-(difluoromethyl)-6-(4-(4-methyl-1-(oxetan-3-yl)-1H-pyrazol-5-yl)piperidin-1-yl)pyridin-4-yl)-2-methylazetidin-3-yl)piperazine-1-carboxylate